C(C)N(S(=O)(=O)NC=1C(=C(C(=O)C2=CNC3=NC=C(C=C32)C=3C=NC(=NC3)N3CCOCC3)C=CC1)F)C 4-[5-[3-[3-[[ethyl(methyl)sulfamoyl]amino]-2-fluoro-benzoyl]-1H-pyrrolo[2,3-b]pyridin-5-yl]pyrimidin-2-yl]morpholine